NC1=NC=2C=CC(=CC2C2=C1[C@@H](OC2)C)C(=O)N(CC2=NC=C(C=C2)C#N)[C@@H]2[C@@H](CCC2)C#N (3S)-4-amino-N-((1S,2r)-2-cyanocyclopentyl)-N-((5-cyano-2-pyridinyl)methyl)-3-methyl-1,3-dihydrofuro[3,4-c]quinoline-8-carboxamide